C1(=CC=CC2=CC=CC=C12)C1=NC2=CC=CC=C2C=N1 2-(naphthalene-1-yl)quinazoline